[C@H]12CN(C[C@H](CC1)N2)C2=NC(=NC1=C(C(=CC=C21)C2=CC(=CC1=CC=CC=C21)O)F)OCCN2C(NCC2)=O 1-(2-((4-((1R,5S)-3,8-diazabicyclo[3.2.1]octan-3-yl)-8-fluoro-7-(3-hydroxynaphthalen-1-yl)quinazolin-2-yl)oxy)ethyl)imidazolidin-2-one